(R)-3-((R)-hydroxy(5-(2-methoxy-4-(trifluoromethyl)phenyl)-4-methylfuran-2-yl)methyl)piperidine-1-carboxylic acid tert-butyl ester C(C)(C)(C)OC(=O)N1C[C@@H](CCC1)[C@H](C=1OC(=C(C1)C)C1=C(C=C(C=C1)C(F)(F)F)OC)O